C(C)(C)(C)C=1C=C(C=2NC3=CC=C(C=C3C2C1)C(C)(C)C)[2H] 3,6-Di-tert-butyldeuterocarbazole